O[C@H]1[C@@H]([C@H]([C@H](C1)O)C\C=C/CCCC(=O)OC(C)C)\C=C\[C@H](COC=1C=C(C=CC1)C(F)(F)F)O isopropyl (Z)-7-[(1R,2R,3R,5S)-3,5-dihydroxy-2-[(1E,3R)-3-hydroxy-4-[(α,α,α-trifluoro-m-tolyl)oxy]-1-butenyl]cyclopentyl]-5-heptenoate